Benzyl (3-(5-(3-cyano-4-fluorophenoxy)-6-fluoro-1H-indol-4-yl)-2-hydroxypropyl)carbamate C(#N)C=1C=C(OC=2C(=C3C=CNC3=CC2F)CC(CNC(OCC2=CC=CC=C2)=O)O)C=CC1F